5,10-dibromo-naphtho[1,2-c:5,6-c']bis[1,2,5]thiadiazole BrC1=CC2=C(C=C(C=3C2=NSN3)Br)C3=NSN=C31